ClC1=NC(=CC(=N1)N=[S@@](=O)(C)C1CC1)N1[C@@H](COCC1)C (R)-((2-chloro-6-((R)-3-methylmorpholino)pyrimidin-4-yl)imino)-(cyclopropyl)(methyl)-λ6-sulfanone